FC1=CC=C(C=C1)C1SCC(N1C=1SC(=NN1)C)=O 2-(4-Fluorophenyl)-3-(5-methyl-1,3,4-thiadiazol-2-yl)-1,3-thiazolidin-4-one